CC1(C)CCCC(C)=C1\C=C\C(\C)=C\C=C\C(\C)=C\C=C\C=C(/C)\C=C\C=C(/C)\C=C\C1C(=C)C=CC[C@]1(C)C=O 3',4'-didehydro-β,γ-caroten-16'-al